methyl-7-(2-methyl-4-(6-(trifluoromethyl)pyrido[3,2-d]pyrimidin-2-yl)phenyl)-8-oxo-5,6,7,8-tetrahydro-1H-pyrazolo[3,4-f][1,4]oxazepine-3-carbaldehyde CN1N=C(C2=C1C(N(CCO2)C2=C(C=C(C=C2)C=2N=CC1=C(N2)C=CC(=N1)C(F)(F)F)C)=O)C=O